(4-([1,2,4]triazolo[1,5-a]pyridin-7-ylmethyl)-3-methylphenyl)-6-(2,5-diazabicyclo[2.2.1]heptan-2-yl)pyrido[3,2-d]pyrimidin-4-amine hydrochloride Cl.N=1C=NN2C1C=C(C=C2)CC2=C(C=C(C=C2)C=2N=C(C1=C(N2)C=CC(=N1)N1C2CNC(C1)C2)N)C